5-(4-fluoro-1-isopropyl-2-methyl-1H-benzo[d]imidazol-6-yl)-N-((1-fluorocyclobutyl)methyl)pyrrolo[2,1-f][1,2,4]triazin-2-amine FC1=CC(=CC=2N(C(=NC21)C)C(C)C)C=2C=CN1N=C(N=CC12)NCC1(CCC1)F